C1=CC=CC=2C3=CC=CC=C3C(C12)COC(=O)N[C@H](C(=O)OCC=C)CC1=NC(=C2N1C=CC=C2)CC(=O)OC(C)(C)C (S)-allyl 2-((((9H-fluoren-9-yl)methoxy)carbonyl)amino)-3-(1-(2-(tert-butoxy)-2-oxoethyl)imidazo[1,5-a]pyridin-3-yl)propanoate